Methyl 1-(2-bromo-4-(methoxycarbonyl)-6-nitrophenyl)-1H-pyrrole-2-carboxylate BrC1=C(C(=CC(=C1)C(=O)OC)[N+](=O)[O-])N1C(=CC=C1)C(=O)OC